2-[5,8-dioxo-6-(propan-2-yl)-2-{[(propan-2-yl)carbamoyl]amino}-5,6,7,8-tetrahydro-4H-pyrazolo[1,5-a]pyrrolo[3,4-d]pyrimidin-4-yl]-N-(5-fluoropyridin-2-yl)acetamide O=C1N(CC2=C1N(C=1N(C2=O)N=C(C1)NC(NC(C)C)=O)CC(=O)NC1=NC=C(C=C1)F)C(C)C